N-(3-trifluoromethyl-1H-indazol-5-yl)pentane-1-sulfonamide FC(C1=NNC2=CC=C(C=C12)NS(=O)(=O)CCCCC)(F)F